(methoxymethoxy)chromane COCOC1OC2=CC=CC=C2CC1